FC=1C=C2C=CC(=NC2=CC1)CNC1C2CN(CC12)C1=NC=C(C=N1)C(=O)N 2-{6-[(6-fluoro-quinolin-2-ylmethyl)-amino]-3-aza-bicyclo[3.1.0]hex-3-yl}pyrimidine-5-carboxamide